3-Cyclopropyl-6-(2-(1-Methyl-1H-Pyrazol-4-Yl)Ethyl)-1-(1-(5-(Trifluoromethyl)Pyridin-2-Yl)Propyl)-1H-Pyrazolo[3,4-d]Pyrimidin-4(5H)-One C1(CC1)C1=NN(C=2N=C(NC(C21)=O)CCC=2C=NN(C2)C)C(CC)C2=NC=C(C=C2)C(F)(F)F